NC=1C(=NN(C1)C1=NC=CC(=N1)C1=CC=CC(=N1)C1=NOC(=C1)[C@]1(C(N(CC1)C)=O)O)C (R)-3-(3-(6-(2-(4-Amino-3-methyl-1H-pyrazol-1-yl)pyrimidin-4-yl)pyridin-2-yl)isoxazol-5-yl)-3-hydroxy-1-methylpyrrolidin-2-one